FC1=C(COC2=C(C(N(C(=C2)C)CC=2C=NC=CC2)=O)Br)C=CC=C1 4-(2-fluorobenzyloxy)-3-bromo-6-methyl-1-((pyridin-3-yl)methyl)pyridin-2(1H)-one